N-(3-((1S,3R)-3-aminocyclopentane-1-carboxamido)propyl)-2-ethyl-4-((3-(3-(trifluoromethyl)-1H-pyrazol-4-yl)imidazo[1,2-a]pyrazin-8-yl)amino)benzamide N[C@H]1C[C@H](CC1)C(=O)NCCCNC(C1=C(C=C(C=C1)NC=1C=2N(C=CN1)C(=CN2)C=2C(=NNC2)C(F)(F)F)CC)=O